CN(CCCOCCCN(C)C)C bis(3-dimethylaminopropyl)ether